CC=1C=C(CC2=CC=C(C=C2)NC(OC(C)(C)C)=O)C=CC1C(NC)=O tert-Butyl (4-(3-Methyl-4-(methylcarbamoyl)benzyl)phenyl)-carbamate